1-(2-tolyl)-5-amino-1H-pyrazole-4-carboxylic acid ethyl ester C(C)OC(=O)C=1C=NN(C1N)C1=C(C=CC=C1)C